C(#N)C1=NC(=C(C=C1C(=O)OC)C(=O)OC)N1CCC(CC1)OC=1C=NC(=CC1)OC dimethyl 2-cyano-6-(4-((6-methoxypyridin-3-yl)oxy)piperidin-1-yl)pyridine-3,5-dicarboxylate